C(C)(C)(C)N(C(O)=O)C1(CCN(CC1)C=1C2=C(N=CN1)NC=C2)C(NC(CO)C2=CC=C(C=C2)Cl)=O.C[C@H]2CN(CCO2)C2=CC=C(C=C2)C=C (S)-2-methyl-4-(4-vinylphenyl)morpholine tert-Butyl-4-(1-(4-chlorophenyl)-2-hydroxyethylcarbamoyl)-1-(7H-pyrrolo[2,3-d]pyrimidin-4-yl)piperidin-4-ylcarbamate